N-benzyldiethanolamine C(C1=CC=CC=C1)N(CCO)CCO